3H-spiro[benzofuran-2,3'-pyrrolidine] N1CC2(CC1)OC1=C(C2)C=CC=C1